phenylpropylethylamine iodide [I-].C1(=CC=CC=C1)CCCNCC